8-chloro-5-[[2-[3-(6-fluoro-[1,2,4]triazolo[4,3-a]pyridin-7-yl)-3-oxo-propyl]-2-azaspiro[3.3]heptan-6-yl]oxy]-2-methyl-isoquinolin-1-one ClC=1C=CC(=C2C=CN(C(C12)=O)C)OC1CC2(CN(C2)CCC(=O)C2=CC=3N(C=C2F)C=NN3)C1